C1(=C(C=CC=C1C)C)NC(=O)C1NCCCC1 N-2,6-xylyl-piperidine-2-formamide